4-chloro-6-iodo-7-tosyl-7H-pyrrolo[2,3-d]pyrimidine ClC=1C2=C(N=CN1)N(C(=C2)I)S(=O)(=O)C2=CC=C(C)C=C2